C1N(CC12CNC2)C=2C=CC(=NC2)NC2=NC=C(C(=N2)C2=C(C1=NC=CC(=C1S2)C2CCCC2)C)F N-(5-(2,6-Diazaspiro[3.3]heptan-2-yl)pyridin-2-yl)-4-(7-cyclopentyl-3-methylthieno[3,2-b]pyridin-2-yl)-5-fluoropyrimidin-2-amine